7a-(4-bromophenyl)-6-((cyclopropyl(methyl)amino)methyl)-4-methoxy-7-phenyl-5,6,7,7a-tetrahydro-4bH-cyclopenta[4,5]furo[2,3-c]pyridine-4b,5-diol BrC1=CC=C(C=C1)C12C(C3=C(C=NC=C3OC)O1)(C(C(C2C2=CC=CC=C2)CN(C)C2CC2)O)O